BrC=1C=C2C(=CNC2=CC1)CC(=O)C=1N=CN(C1)C1=CC=C(C=C1)C(F)(F)F 2-(5-bromo-1H-indol-3-yl)-1-[1-[4-(trifluoromethyl)phenyl]Imidazol-4-yl]Ethanone